COC(\C=C\C1=NC2=C(C=C(C=C2C=C1)C)C)=O (2E)-3-(6,8-dimethylquinolin-2-yl)prop-2-enoic acid methyl ester